N-isopropyl-acryl-amide C(C)(C)NC(C=C)=O